C(C)C=1C(NC=2C=C(C=NC2C1)CN1CCN(CC1)C=1C=CC(=NC1OC)C(=O)N[C@H]1COCC1)=O (R)-5-(4-((7-ethyl-6-oxo-5,6-dihydro-1,5-naphthyridin-3-yl)methyl)piperazin-1-yl)-6-methoxy-N-(tetrahydrofuran-3-yl)picolinamide